C(C1=CC=CC=C1)(=O)NC1=NC(NC=C1C)=O 4-N-benzoyl-5-methylcytosine